4-chloro-2-(trifluorometh-yl)pyrimidine ClC1=NC(=NC=C1)C(F)(F)F